(2-Ethylbutyl)acetat C(C)C(COC(C)=O)CC